2-(2-cyclopropyl-4-isopropyl-7-oxo-thiazolo[4,5-d]pyridazin-6-yl)acetate C1(CC1)C=1SC2=C(C(=NN(C2=O)CC(=O)[O-])C(C)C)N1